O=C1NC(CCC1N1C(C2=CC=C(C=C2C1=O)OCCOCCOCCN1[C@H](CN(CC1)C1=NC=NC(=C1)C1=NNC2=CC=C(C=C12)OC(C)C)C)=O)=O 2-(2,6-dioxo-3-piperidyl)-5-[2-[2-[2-[(2S)-4-[6-(5-isopropoxy-1H-indazol-3-yl)pyrimidin-4-yl]-2-methyl-piperazin-1-yl]ethoxy]ethoxy]ethoxy]isoindoline-1,3-dione